C(C)(C)(C)C1=NC=C(C=N1)C=1N=C2N(C(C1C#N)=O)C=CC=C2 2-(2-tert-butylpyrimidin-5-yl)-4-oxo-4H-pyrido[1,2-a]pyrimidine-3-carbonitrile